benzimidazol-2-amine N1=C(NC2=C1C=CC=C2)N